NC1=NC=NN2C1=C(C=C2C2=C(C(=NC=C2)OC)C(=O)N[C@@H]2CN(C[C@@H]2F)C(C2=CC(=CC(=C2)F)F)=O)CN2CCC(CC2)(F)F 4-amino-5-[(4,4-difluoropiperidin-1-yl)methyl]pyrrolo[2,1-f][1,2,4]triazin-7-yl-N-[(3R,4S)-1-(3,5-difluorobenzoyl)-4-fluoropyrrolidin-3-yl]-2-methoxypyridine-3-carboxamide